[Si](C)(C)(C(C)(C)C)OC=1C=C(N)C=C(C1)Cl 3-[tert-butyl(dimethyl)silyl]oxy-5-chloro-aniline